acetyl-azidomannose 6-((6-(2,2-bis(Pentylthio)acetoxy)hexyl)(4-hydroxybutyl)amino)hexyl-2-hexyldecanoate C(CCCC)SC(C(=O)OCCCCCCN(CCCCCCC(C(=O)O)(CCCCCCCC)CCCCCC)CCCCO)SCCCCC.C(C)(=O)[C@](C(=O)N=[N+]=[N-])(O)[C@@H](O)[C@H](O)[C@H](O)CO